C(C1=CC=CC=C1)N1C(=NC2=C1C=CC=C2)C2=CC(=CC=C2)[N+](=O)[O-] 1-benzyl-2-(3-nitrophenyl)-benzo[d]imidazole